2-oxohepta-3-ene-1,7-dioic acid O=C(C(=O)O)C=CCCC(=O)O